(1R/S,2R/S,3S,3aR,8bS)-1,8b-dihydroxy-6,8-dimethoxy-3a-(4-methoxyphenyl)-3-phenyl-2,3,3a,8b-tetrahydro-1H-cyclopenta[b]benzofuran-2-carbohydrazide O[C@@H]1[C@@H]([C@H]([C@@]2(OC3=C([C@@]21O)C(=CC(=C3)OC)OC)C3=CC=C(C=C3)OC)C3=CC=CC=C3)C(=O)NN |&1:1,2|